ClC=1C=C(CNCCCOCCCNC2=NC3=C(C4=CN=CC=C24)C=CC(=C3)C(=O)N)C=CC1OC(F)(F)F 5-((3-(3-((3-Chloro-4-(trifluoromethoxy)benzyl)amino)propoxy)propyl)amino)benzo[c][2,6]naphthyridine-8-carboxamide